C([O-])([O-])=O.[K+].FC1=C(C=C2CN(C(C2=C1)=O)C1=NN(C(C=C1)=O)C)OCC1=NC=C(C=C1)OC.[K+] 6-Fluoro-5-[(5-methoxypyridin-2-yl)methoxy]-2-(1-methyl-6-oxo-1,6-dihydropyridazin-3-yl)-2,3-dihydro-1H-isoindol-1-one Potassium carbonate